N-((2',3-dimethyl-[2,4'-bipyridin]-5-yl)methyl)-7-(2-methylpyridin-4-yl)-[1,2,4]triazolo[4,3-c]pyrimidin-3-amine CC1=NC=CC(=C1)C1=NC=C(C=C1C)CNC1=NN=C2N1C=NC(=C2)C2=CC(=NC=C2)C